4-{[(2-aminopyridin-4-yl)methyl]amino}-1-methyl-2-oxo-N-phenyl-1,2,5,6-tetrahydropyridine-3-carbothioamide NC1=NC=CC(=C1)CNC1=C(C(N(CC1)C)=O)C(NC1=CC=CC=C1)=S